(1S,2S)-2-(3-chlorophenyl)-N-(6-(((6-cyclopropyl-8-(3-methyl-4-oxoimidazolidin-1-yl)imidazo[1,2-a]pyridin-2-yl)methyl)amino)pyrimidin-4-yl)cyclopropane-1-carboxamide ClC=1C=C(C=CC1)[C@@H]1[C@H](C1)C(=O)NC1=NC=NC(=C1)NCC=1N=C2N(C=C(C=C2N2CN(C(C2)=O)C)C2CC2)C1